(R)-2-amino-N-((3R,5S)-1-(8-cyanoquinoxalin-5-yl)-5-methylpiperidin-3-yl)-3,3,3-trifluoropropionamide hydrochloride Cl.N[C@H](C(=O)N[C@H]1CN(C[C@H](C1)C)C1=C2N=CC=NC2=C(C=C1)C#N)C(F)(F)F